ONC(C(=C)CC)=O N-Hydroxy-ethylacryl-amide